C(#N)C=1C(=C(C(=NC1)C(=O)NC=1C=C2C=NNC2=C(C1)F)C)C 5-cyano-N-(7-fluoro-1H-indazol-5-yl)-3,4-dimethylpicolinamide